14-bromotetradecan-1-ol BrCCCCCCCCCCCCCCO